C(O[C@H]1C[C@H](CC1)C1=NN(C(=C1)NC1=CC(=NC=C1)OC\C=C\[C@@H](C)N)C(C)(C)C)(OC1=CC=C(C=C1)[N+](=O)[O-])=O (1R,3S)-3-(5-((2-(((R,E)-4-aminopent-2-en-1-yl)oxy)pyridin-4-yl)amino)-1-(tert-butyl)-1H-pyrazol-3-yl)cyclopentyl (4-nitrophenyl) carbonate